3-{[6-(2-chloro-4-fluorophenoxy)-1H-benzimidazol-1-yl]methyl}oxetan-3-ol ClC1=C(OC=2C=CC3=C(N(C=N3)CC3(COC3)O)C2)C=CC(=C1)F